(5-(3-(6-((R)-3-Methylpiperazin-1-yl)pyridin-3-yl)-1H-pyrazolo[4,3-d]pyrimidin-5-yl)-2,5-diazabicyclo[2.2.2]octan-2-yl)(pyrrolidin-1-yl)methanone C[C@@H]1CN(CCN1)C1=CC=C(C=N1)C1=NNC2=C1N=C(N=C2)N2C1CN(C(C2)CC1)C(=O)N1CCCC1